[Na+].C(C)(=O)[O-] Acetic acid, sodium salt